C(C=C)(=O)N1C2=C(OC(C1)C(=O)NCC=1C=NN(C1)C)C=CC=C2 4-propenoyl-N-((1-methyl-1H-pyrazol-4-yl)methyl)-3,4-dihydro-2H-benzo[B][1,4]oxazine-2-carboxamide